ClC1=NC(=CC(=C1)CC(=O)OC)C1CC1 methyl 2-(2-chloro-6-cyclopropylpyridin-4-yl)acetate